(1R,2R,4S)-3''-(aminomethyl)-5-methyl-2-(prop-1-en-2-yl)-1,2,3,4-tetrahydro-[1,1':4',1''-terphenyl]-2',4,6'-triol NCC=1C=C(C=CC1)C=1C=C(C(=C(C1)O)[C@H]1[C@@H](C[C@@H](C(=C1)C)O)C(=C)C)O